Ethyl 2-(2-chloro-6-methyl-4-((5-oxo-4-(4-(trifluoromethyl) phenyl)-4,5-dihydro-1H-1,2,4-triazol-1-yl) methyl) phenoxy)-2-methylpropionate ClC1=C(OC(C(=O)OCC)(C)C)C(=CC(=C1)CN1N=CN(C1=O)C1=CC=C(C=C1)C(F)(F)F)C